5-(3-fluoro-5-(trifluoromethoxy)phenyl)-1-(5-(trifluoromethyl)pyridin-3-yl)-1H-pyrazol-3-amine FC=1C=C(C=C(C1)OC(F)(F)F)C1=CC(=NN1C=1C=NC=C(C1)C(F)(F)F)N